C1(CC1)C([C@@H](C(=O)NC1=C(C=C(C=C1)[C@@H](C(N1[C@@H](CC1)C(F)(F)F)=O)C)F)NC(=O)C1=CC=NN1C(C)C)C1CC1 N-((S)-1,1-dicyclopropyl-3-((2-fluoro-4-((S)-1-oxo-1-((S)-2-(trifluoromethyl)azetidin-1-yl)propan-2-yl)phenyl)amino)-3-oxopropan-2-yl)-1-isopropyl-1H-pyrazole-5-carboxamide